N'-ethoxy-N-methyl-5-methylsulfonyl-6-[1-methyl-5-(trifluoromethyl)benzimidazol-2-yl]pyridin-2-carboxamidin C(C)ON=C(NC)C1=NC(=C(C=C1)S(=O)(=O)C)C1=NC2=C(N1C)C=CC(=C2)C(F)(F)F